4-(2-(tert-butylamino)-1-hydroxyethyl)-2-(hydroxymethyl)phenol C(C)(C)(C)NCC(O)C1=CC(=C(C=C1)O)CO